(3S*,3aS*,6R*,7R*,7aS*)-1-benzyl-N-cyclohexyl-5-oxo-7-propyl-octahydro-3aH-3,6-methanopyrrolo[3,2-b]pyridine-3a-carboxamide C(C1=CC=CC=C1)N1C[C@H]2[C@@]3(NC([C@@H]([C@H]([C@@H]31)CCC)C2)=O)C(=O)NC2CCCCC2 |o1:9,10,13,14,15|